C(C)(C)(C)OC(=O)N1CCC(CC1)CCN1C(C2=CC=CC=C2C1=O)=O 4-(2-(1,3-Dioxoisoindolin-2-yl)ethyl)piperidine-1-carboxylic acid tert-butyl ester